CN1C=2C=CC(=NC2C(=CC1=O)N1C[C@H]([C@H](CC1)OC1=NC=C(C=N1)CCC)C)C#N 5-Methyl-8-((3R,4S)-3-methyl-4-((5-propylpyrimidin-2-yl)oxy)piperidin-1-yl)-6-oxo-5,6-dihydro-1,5-naphthyridin-2-carbonitril